C12(CC=C(C3=CC=CC=C13)O)N=C1N(C=CC=C1)C2 3H-spiro[imidazo[1,2-a]pyridine-2,1'-naphthalene]-4'-ol